(S)-N-(1-aminopropane-2-yl)-5-(4-(trifluoromethyl)phenoxy)-2-naphthamide NC[C@H](C)NC(=O)C1=CC2=CC=CC(=C2C=C1)OC1=CC=C(C=C1)C(F)(F)F